ethyl (Z)-3-phenyl-3-(1-(trifluoromethyl)cyclopropyl)acrylate C1(=CC=CC=C1)/C(=C/C(=O)OCC)/C1(CC1)C(F)(F)F